(1H-1,2,3-benzotriazol-1-yloxy)-tris(pyrrolidinyl)phosphine N1(N=NC2=C1C=CC=C2)OP(N2CCCC2)(N2CCCC2)N2CCCC2